CC=1C(=NC(=CC1)C(=O)OC)C(=O)OC Dimethyl 3-methylpyridine-2,6-dicarboxylate